C(C)(C)(C)N1N=C(C=C1NC(CC1=CC(=NO1)C)=O)C1CCC(CC1)C(=O)NC(C)C (1s,4s)-4-(1-(tert-butyl)-5-(2-(3-methylisoxazol-5-yl)acetamido)-1H-pyrazol-3-yl)-N-isopropylcyclohexane-1-carboxamide